OC=1C=CC(=NC1)N1CCN(CC1)C(CCN1C=CC2=CC=CC=C12)=O 1-[4-(5-Hydroxypyridin-2-yl)-piperazin-1-yl]-3-indol-1-yl-propan-1-one